FC(C1=C(C=CC=C1)C=NC1=CC=C(C=C1)C)(F)F N-[(2-trifluoromethylphenyl)methylene]-4-methylaniline